S(=O)([O-])[O-].S(=O)(O)O.[Zn+2] Zinc Sulphite [Sulfite]